C1=CC=C(C=2OC3=C(C21)C=CC=C3)C3=CC=2NC=1C=CC=CC1C2C=N3 3-(dibenzo[b,d]furan-4-yl)-5H-pyrido[4,3-b]indole